lactoyl-glycerol methyl-N-[5-[6-[2-(4-fluoro-3-methoxy-phenyl)-1,2,4-triazol-3-yl]-4-methyl-benzimidazol-1-yl]-2-pyridyl]carbamate CN(C(=O)OC(C(O)CO)C(C(O)C)=O)C1=NC=C(C=C1)N1C=NC2=C1C=C(C=C2C)C=2N(N=CN2)C2=CC(=C(C=C2)F)OC